2-[6-(1,1-difluoro-2-hydroxy-2-methylpropyl)pyridin-3-yl]-4-[4-fluoro-2-(2,2,2-trifluoroethoxy)phenyl]-2,3-dihydro-1H-pyrrolo[3,4-c]pyridin-1-one FC(C(C)(C)O)(F)C1=CC=C(C=N1)N1CC=2C(=NC=CC2C1=O)C1=C(C=C(C=C1)F)OCC(F)(F)F